[C@H]12CN(C[C@H](CC1)N2)C=2C1=C(N=C(N2)OC[C@H]2N(CCC2)C)C(N(CC1)C1=CC(=CC2=CC=C(C(=C12)CC)F)O)=O 4-((1R,5S)-3,8-Diazabicyclo[3.2.1]octan-3-yl)-7-(8-ethyl-7-fluoro-3-hydroxynaphthalen-1-yl)-2-(((S)-1-methylpyrrolidin-2-yl)methoxy)-6,7-dihydropyrido[3,4-d]pyrimidin-8(5H)-one